N1=C2C(=CC=C1)CN(C2)C=O (5,7-dihydro-6H-pyrrolo[3,4-b]pyridin-6-yl)-methanone